NC1CC2(CC(C2)C2(CC3=CC=C(C=C3C=C2)N(C)C)N)C1 2-(6-Aminospiro[3.3]heptane-2-yl)-N6,N6-dimethylnaphthalene-2,6-diamine